NC1=NC(=C(C(=O)NCC2(CCCCCC2)N2CCOCC2)C=C1Cl)OC 6-amino-5-chloro-2-methoxy-N-((1-morpholinocycloheptyl)methyl)nicotinamide